COC=1C=C(C=CC1OC)C1=CC=NC=2N1N=C(C2)C(=O)NC2=CC=C(C(=O)N[C@@H](CCSC)C(=O)OC)C=C2 methyl (4-(7-(3,4-dimethoxyphenyl)pyrazolo[1,5-a]pyrimidine-2-carboxamido)benzoyl)-L-methioninate